FC(C12CC(C1)(C2)[Zn])(F)F.[I] Iodine [3-(trifluoromethyl)-1-bicyclo[1.1.1]pentyl]zinc